4-((S)-10-Acryloyl-2-fluoro-14-oxo-8,8a,9,10,11,12-hexahydro-7H,14H-pyrazino[1',2':5,6][1,5]diazocino[3,2,1-hi]indol-3-yl)-2-amino-7-fluorobenzo[b]thiophene-3-carbonitrile C(C=C)(=O)N1C[C@H]2N(C(C=3C=C(C(=C4C=CN(C34)CC2)C2=CC=C(C=3SC(=C(C32)C#N)N)F)F)=O)CC1